4-(5H-dibenzo[a,d]cyclohepten-5-ylidene)-1-methylpiperidine hydrochloride Cl.C1=CC=CC=2C(C3=C(C=CC21)C=CC=C3)=C3CCN(CC3)C